C(=O)C1=NC2=CC=C(C=C2C(=C1)C1=CC(=CC=C1)C=1C=NN(C1)C)CN(C(OC(C)(C)C)=O)C1CCOCC1 tert-butyl ((2-formyl-4-(3-(1-methyl-1H-pyrazol-4-yl)phenyl)quinolin-6-yl)methyl)(tetrahydro-2H-pyran-4-yl)carbamate